C[C@@H](C(=O)O)CCC |r| (±)-2-methylpentanoic acid